COC(=O)C=1SC(=C(C1C)OC1=C(C=C(C=C1C)F)C)Br 5-bromo-4-(4-fluoro-2,6-dimethylphenoxy)-3-methylthiophene-2-carboxylic acid methyl ester